Cl.CNC(=O)C1=CN=C(S1)N1CCNCC1 N-methyl-2-(piperazin-1-yl)thiazole-5-carboxamide hydrochloride